N,N-dimethylaminomethylamine CNN(NC)C